CS(=O)(=O)N[C@@H]([C@@H](C)CC)C(=O)NCCN1C(C=CC1=O)=O methylsulfonyl-N1-[2-(2,5-dioxo-2,5-dihydro-1H-pyrrol-1-yl)ethyl]-L-isoleucine amide